CC1=NNC2=CC=C(C=C12)C1=CC=C2C(=N1)SC(=C2)[C@@H](O)C2CCOCC2 (S)-(6-(3-methyl-1H-indazol-5-yl)thieno[2,3-b]pyridin-2-yl)(tetrahydro-2H-pyran-4-yl)methanol